C(C)(C)(C)OC(=O)N1C[C@H](CC1)[C@@H](C(=O)O)CC1=CC(=CC=C1)C1=C(C(=CC=C1)OC)F (2S)-2-[(3R)-1-tert-Butoxycarbonylpyrrolidin-3-yl]-3-[3-(2-fluoro-3-methoxy-phenyl)phenyl]propionic acid